FC1=C(C(=C(C(=C1C(=O)OC)F)F)F)F Methyl Pentafluorobenzoate